CC1(CCC2C3C(C(C4C(CC=5C=NNC5C4)(C3CCC21C)C)O)O)O 1,10a,12a-trimethyl-1,2,3,3a,3b,4,5,5a,6,7,10,10a,10b,11,12,12a-hexadecahydrocyclopenta[5,6]naphtho[1,2-f]indazole-1,4,5-triol